FC(C(=O)O)(F)F.CC=1N(C(=CC1)C)C1=CC(=C(C=N1)N1CCNC2(CC2)C1)OC 7-[6-(2,5-dimethyl-1H-pyrrol-1-yl)-4-methoxypyridin-3-yl]-4,7-diazaspiro[2.5]octane trifluoroacetate